BrC1=CC=CC=2CN(COC21)C(=O)C2=C(C=C(C=C2Cl)F)Cl (8-Bromo-2,4-dihydro-1,3-benzoxazin-3-yl)-(2,6-dichloro-4-fluorophenyl)methanone